FC1=CC=C(C=C1)C1(CCN(CC1)C1=CN=CC(=N1)C(=O)NCC1=NC=CC=C1)O 6-(4-(4-fluorophenyl)-4-hydroxypiperidin-1-yl)-N-(pyridin-2-ylmethyl)pyrazine-2-carboxamide